4-(3-(dimethylamino)pyrrolidin-1-yl)benzonitrile CN(C1CN(CC1)C1=CC=C(C#N)C=C1)C